3-(4-((tert-butyldimethylsilyl)oxy)phenyl)-3-hydroxy-7-(trifluoromethyl)indolin-2-one [Si](C)(C)(C(C)(C)C)OC1=CC=C(C=C1)C1(C(NC2=C(C=CC=C12)C(F)(F)F)=O)O